ClC=1C=C2CC(CC2=CC1)NC=1C=CC(=NC1)C(C(F)(F)F)N1C(N(CCC1)C1=NN(N=C1)C)=O 1-(1-(5-((5-Chloro-2,3-dihydro-1H-inden-2-yl)amino)pyridin-2-yl)-2,2,2-trifluoroethyl)-3-(2-methyl-2H-1,2,3-triazol-4-yl)tetrahydropyrimidin-2(1H)-one